ClC1=C(C=C(C=C1)C)NC(CC(OCC)OCC)=O N-(2-Chloro-5-methylphenyl)-3,3-diethoxypropionamide